6-(2-((3aR,5S,6aS)-3a,5-dihydroxyhexahydrocyclopenta[c]pyrrol-2(1H)-yl)acetyl)-3,4-dihydroquinolin-2(1H)-one O[C@]12[C@H](CN(C1)CC(=O)C=1C=C3CCC(NC3=CC1)=O)C[C@@H](C2)O